(R)-1-(2-(3-chloro-4-(6-(1-methylcyclopropoxy)-9-((5-methylthiazol-2-yl)methyl)-9H-purin-8-yl)phenoxy)ethyl)pyrrolidin-3-ol ClC=1C=C(OCCN2C[C@@H](CC2)O)C=CC1C=1N(C2=NC=NC(=C2N1)OC1(CC1)C)CC=1SC(=CN1)C